ClC1=CC=C2C(=N1)C(=CS2)C2=CC(=NC=C2)CNC(OC(C)(C)C)=O tert-butyl ((4-(5-chlorothieno[3,2-b]pyridin-3-yl)pyridin-2-yl)methyl)carbamate